rac-(1S*,2S*)-N-(6-(((6-(3-azabicyclo[3.1.0]hexan-3-yl)pyridin-3-yl)methyl)amino)pyrimidin-4-yl)-2-(4-methylpyrimidin-2-yl)cyclopropane-1-carboxamide C12CN(CC2C1)C1=CC=C(C=N1)CNC1=CC(=NC=N1)NC(=O)[C@@H]1[C@H](C1)C1=NC=CC(=N1)C |r|